1,3-Diphenylcyclohexan C1(=CC=CC=C1)C1CC(CCC1)C1=CC=CC=C1